5,4'-Dihydroxy-7-methoxy-Isoflavone OC1=C2C(C(=COC2=CC(=C1)OC)C1=CC=C(C=C1)O)=O